(R)-(3R,4R)-3-[4-(6-chloro-2-{[5-chloro-1-(2,2-difluorocyclopropyl)-1H-pyrazol-4-yl]amino}quinazolin-7-yl)-3-fluoropiperidin-1-yl]thietane 1,1-dioxide ClC=1C=C2C=NC(=NC2=CC1[C@@H]1[C@H](CN(CC1)C1CS(C1)(=O)=O)F)NC=1C=NN(C1Cl)[C@H]1C(C1)(F)F